S1C(=NC2=C1C=CC=C2)C([C@H](C[C@H]2C(NCC2)=O)NC([C@H]2N(CC(C2)(C)C)C(=O)[C@@H]2OCCC2)=O)=O N-{(2S)-1-(1,3-benzothiazol-2-yl)-1-oxo-3-[(3S)-2-oxopyrrolidin-3-yl]propan-2-yl}-4,4-dimethyl-1-[(2R)-tetrahydrofuran-2-ylcarbonyl]-L-prolinamide